N1(N=NC2=C1C=CC=C2)CC(=O)N(CC2=CC(=CC=C2)Cl)C2=CC(=C(C=C2)Br)OC 2-(benzotriazol-1-yl)-N-(4-bromo-3-methoxy-phenyl)-N-[(3-chlorophenyl)methyl]acetamide